(2'S,4S,7R)-2-chloro-4-(difluoromethyl)-2'-methyl-spiro[5H-thieno[2,3-c]pyran-7,4'-piperidine]-4-ol ClC1=CC2=C(S1)[C@@]1(C[C@@H](NCC1)C)OC[C@]2(O)C(F)F